C1(CC1)C1CC2CCC1C2 3-endo-cyclopropylbicyclo[2.2.1]heptan